C(CCCCCCCCCCCCCCCCCCCCCCC)C(C(=O)N)C(C)=O tetracosylacetylacetamide